bis-(2,5-diisocyanato-4-methylphenyl)methane N(=C=O)C1=C(C=C(C(=C1)C)N=C=O)CC1=C(C=C(C(=C1)N=C=O)C)N=C=O